C1(CC1)C(=O)NC1=CC(=C(N=N1)C(=O)NC([2H])([2H])[2H])NC1=C(C(=CC=C1)C=1OC2=C(N1)CN(C2)[S@](=O)(=N)C)OC (R)-6-(Cyclopropanecarboxamido)-4-((2-methoxy-3-(5-(S-methylsulfonimidoyl)-5,6-dihydro-4H-Pyrrolo[3,4-d]oxazol-2-yl)phenyl)amino)-N-(trideuteromethyl)pyridazine-3-carboxamide